[C@@H]1(CC12CCN(CC2)C(=O)OC(C(F)(F)F)C(F)(F)F)C(=O)OCC2=CC=CC=C2 1-benzyl 6-(1,1,1,3,3,3-hexafluoropropan-2-yl) (S)-6-azaspiro[2.5]octane-1,6-dicarboxylate